C(=O)(O)COC1=C(N(CC(=O)O)CC(=O)O)C=CC=C1 2-carboxymethoxy-aniline-N,N-diacetic acid